3-Methyl-5-(N-(4-(4-methylpiperazin-1-yl)benzyl)-N-phenethylsulfamoyl)benzofuran-2-carboxylic acid CC1=C(OC2=C1C=C(C=C2)S(N(CCC2=CC=CC=C2)CC2=CC=C(C=C2)N2CCN(CC2)C)(=O)=O)C(=O)O